3-isopropoxy-1-ethylquinoxaline-2(1H)-one C(C)(C)OC=1C(N(C2=CC=CC=C2N1)CC)=O